N-((1-(6-(2-hydroxyphenyl)pyridazin-4-yl)-4-phenylpiperidin-4-yl)methyl)-4-methoxypiperidine-4-carboxamide OC1=C(C=CC=C1)C1=CC(=CN=N1)N1CCC(CC1)(C1=CC=CC=C1)CNC(=O)C1(CCNCC1)OC